(1s,2s)-(+)-N-p-toluenesulfonyl-1,2-diphenylethylene-diamine CC1=CC=C(C=C1)S(=O)(=O)N[C@H]([C@@H](N)C1=CC=CC=C1)C1=CC=CC=C1